C(C)(C)(C)OC(=O)N1C=CC2=C(C(=CC(=C12)C)OC)CN1C(CC(CC1)C1=NC=NC=C1)C1=CC=C(C=C1)C(=O)OC 5-methoxy-4-((2-(4-(methoxycarbonyl)phenyl)-4-(pyrimidin-4-yl)piperidin-1-yl)methyl)-7-methyl-1H-indole-1-carboxylic acid tert-butyl ester